1,12-Diaminododecane NCCCCCCCCCCCCN